C(CC(C)C)C(C(=O)O)CCCC.C(CCCCC)(=O)OCCC(C)C 3-methylbutyl caproate (isoamyl caproate)